N-Formyl-N'-acetylhydrazin C(=O)NNC(C)=O